C(C(=C)C)(=O)OCCCCC n-butyl-methyl methacrylate